tert-butyl (6-(4-allyl-4H-1,2,4-triazol-3-yl)pyridin-2-yl)(2-(allyloxy)-4-fluorobenzoyl)carbamate C(C=C)N1C(=NN=C1)C1=CC=CC(=N1)N(C(OC(C)(C)C)=O)C(C1=C(C=C(C=C1)F)OCC=C)=O